(9E)-9-dodecen-1-ol acetate C(C)(=O)OCCCCCCCC\C=C\CC